P(=O)(O)(O)OC[C@]1(O)[C@@H](O)[C@H](O)[C@H](O1)COP(=O)(O)O beta-D-fructose 1,6-diphosphate